2-(6-oxo-6,7,8,9-tetrahydropyrido[3,2-b]indolizin-5-yl)acetic acid O=C1CCCN2C3=C(C(=C12)CC(=O)O)C=CC=N3